(R)-1-((1R,2R,3S,5R)-3,5-Dihydroxy-2-((Z)-7-isopropoxy-7-oxohept-2-en-1-yl)cyclopentyl)-5-phenylpentan-3-yl (2-(prop-2-yn-1-yl)pent-4-yn-1-yl) succinate C(CCC(=O)OCC(CC#C)CC#C)(=O)O[C@H](CC[C@@H]1[C@H]([C@H](C[C@H]1O)O)C\C=C/CCCC(=O)OC(C)C)CCC1=CC=CC=C1